N-(3',4'-dichloro-5-fluoro[1,1'-biphenyl]-2-yl)-3-(difluoromethyl)-1-methyl-1H-pyrazole-4-carboxamide ClC=1C=C(C=CC1Cl)C1=C(C=CC(=C1)F)NC(=O)C=1C(=NN(C1)C)C(F)F